4-phenylimidazo[1,2-a]quinoxaline-7-carboxylic acid C1(=CC=CC=C1)C=1C=2N(C3=CC=C(C=C3N1)C(=O)O)C=CN2